C(C=C)(=O)OC1(C(CCCC1)(C)C)C trimethylcyclohexyl acrylate